ClC=1C(=C(C=CC1)C1(CNC1)NC1=CC=C2C(N(C(C2=C1)=O)C)(C)C)C 6-((3-(3-chloro-2-methylphenyl)azetidin-3-yl)amino)-2,3,3-trimethylisoindolin-1-one